((6-chloro-4-fluoropyridin-3-yl)ethynyl)tetrahydrofuran-3-ol ClC1=CC(=C(C=N1)C#CC1OCCC1O)F